COC(=O)C1=NC=C(C(=C1)OC)OCC(C)C 4-methoxy-5-(2-methylpropyloxy)pyridine-2-carboxylic acid methyl ester